Cl.Cl.CN1C(=NC2=C1C=CC=C2)CCN 2-(1-methyl-1H-benzo[d]imidazol-2-yl)ethan-1-amine dihydrochloride